[1,8]naphthyridine-3-carboxylic acid N1=CC(=CC2=CC=CN=C12)C(=O)O